3-hexyl-4-phenyl-9H-indeno[2,1-b]pyridine C(CCCCC)C=1C(=C2C(=NC1)CC=1C=CC=CC12)C1=CC=CC=C1